[OH-].[Li+].ClC=1C=C2C=NN(C2=C(C1)C(=O)NC1CC2(CCC2)C1)CC=1C=NC(=NC1)C1=CC=CC=C1 6-(5-chloro-1-((2-phenylpyrimidin-5-yl)methyl)-1H-indazole-7-carboxamido)spiro[3.3]heptane Lithium hydroxide